2-(Methylamino)-1H-benzo[de]isoquinoline-1,3(2H)-dione CNN1C(C2=CC=CC=3C2=C(C1=O)C=CC3)=O